N-(2-(4-((3-(2-methoxyethoxy)-5-(trifluoromethoxy)benzyl)amino)butoxy)ethyl)-6-(4H-1,2,4-triazol-4-yl)-1H-indazol-4-amine COCCOC=1C=C(CNCCCCOCCNC=2C=3C=NNC3C=C(C2)N2C=NN=C2)C=C(C1)OC(F)(F)F